C1(=CC=CC=C1)C(C)=NCCNCCN=C(C)C1=CC=CC=C1 2,10-diphenyl-3,6,9-triaza-2,9-undecadiene